C(C)OOC(C=C)=O acrylic ethoxy ester